[Si](C)(C)(C(C)(C)C)OCCNCCC1=C(C(=NC=C1)NC1=C(C(=CC=C1)C1=C(C(=NC=C1)Cl)Cl)Cl)F 4-(2-((2-((tert-butyldimethylsilyl)oxy)ethyl)amino)ethyl)-N-(2-chloro-3-(2,3-dichloropyridin-4-yl)phenyl)-3-fluoropyridin-2-amine